(3-methyltetrahydrofuran-3-yl)methanamine CC1(COCC1)CN